3-(2-hydroxyethyl)-1-methylimidazoline-2,4-dione OCCN1C(N(CC1=O)C)=O